2-((4,4-difluorocyclohexyl)oxy)-3-(piperazin-1-yl)pyrazine FC1(CCC(CC1)OC1=NC=CN=C1N1CCNCC1)F